C(C1=CC=CC=C1)N1N=CC=2C1=NC(=NC2NC(=O)C=2SC(=CC2)[N+](=O)[O-])C2=CC=C(C=C2)Cl N-(1-benzyl-6-(4-chlorophenyl)-1H-pyrazolo[3,4-d]pyrimidin-4-yl)-5-nitrothiophene-2-carboxamide